epoxycumyl-benzene C1(COC1)(C1=CC=CC=C1)C1=CC=CC=C1